6-heptenyl 2-octyldecanoate C(CCCCCCC)C(C(=O)OCCCCCC=C)CCCCCCCC